CC1=NC(=CC=C1O[C@@H]1C[C@H](CCC1)C(=O)OC)C=1N=NN(C1\C=C\O[Si](C)(C)C)C Methyl (1S,3S)-3-((2-methyl-6-(1-methyl-5-((E)-2-((trimethylsilyl)oxy)vinyl)-1H-1,2,3-triazol-4-yl)pyridin-3-yl)oxy)cyclohexane-1-carboxylate